1-((6-(6-(allyloxy)-2,3-dichlorophenyl)-6,7-dihydro-5H-pyrrolo[2,1-c][1,2,4]triazol-3-yl)methyl)pyrrolidin-3-ol C(C=C)OC1=CC=C(C(=C1C1CC2=NN=C(N2C1)CN1CC(CC1)O)Cl)Cl